FC(OC1=CC(=CC=2N(C=NC21)C[C@H]2OCC2)C(=O)O)F 4-(difluoromethoxy)-1-(((S)-oxetan-2-yl)methyl)-1H-benzimidazole-6-carboxylic acid